[Si](C1=CC=CC=C1)(C1=CC=CC=C1)(C(C)(C)C)OCC=1C=C(C=CC1C)C([C@H](C(=O)[O-])C)C1=C(C=2N(C=C1)C(=NN2)C(F)(F)F)C (R)-3-(3-(((tert-butyldiphenylsilyl)oxy)methyl)-4-methylphenyl)-2-methyl-3-(8-methyl-3-(trifluoromethyl)-[1,2,4]triazolo[4,3-a]pyridin-7-yl)propanoate